6-chloro-1-[2-(1,1-difluoroethyl)pyrimidin-4-yl]spiro[2H-pyrrolo[3,2-c]pyridin-3,1'-cyclopropane] ClC1=CC2=C(C=N1)C1(CC1)CN2C2=NC(=NC=C2)C(C)(F)F